4-(2-fluoroethoxy)benzoic acid FCCOC1=CC=C(C(=O)O)C=C1